FC(C1=CC=C(C=C1)C=1N=C(N2C1C=CC=C2)CO)(F)F (1-(4-(trifluoromethyl)phenyl)imidazo[1,5-a]pyridin-3-yl)methanol